C(CCCCCCC)(=O)[O-].[K+] Kalium caprylat